cyclohexyldiphenylmethanol C1(CCCCC1)C(O)(C1=CC=CC=C1)C1=CC=CC=C1